ClC1=CC(=C(C=N1)C1=CC=C(N=N1)N1CCOCC1)F 4-(6-(6-chloro-4-fluoropyridin-3-yl)pyridazin-3-yl)morpholine